OC1=CC=CC(=N1)C1CCC(CC1)CC(=O)OCC ethyl 2-((1s,4s)-4-(6-hydroxypyridin-2-yl)cyclohexyl)acetate